C1(CC1)C(=O)NC1=C(C(=O)NC([2H])([2H])[2H])C(=CC=N1)NC1=CC=CC=2C=3C(CN(C12)C)=CN(N3)C (cyclopropanecarboxamido)-4-((2,5-dimethyl-4,5-dihydro-2H-pyrazolo[4,3-c]quinolin-6-yl)amino)-N-(methyl-d3)nicotinamide